5-[4-(azetidin-1-ylsulfonyl)phenyl]-3-(5-phenyl-1,3,4-oxadiazol-2-yl)pyrazin-2-amine N1(CCC1)S(=O)(=O)C1=CC=C(C=C1)C=1N=C(C(=NC1)N)C=1OC(=NN1)C1=CC=CC=C1